2-(4-(aminomethyl)tetrahydro-2H-pyran-4-carboxamido)-9-(5,6,7,8-tetrahydro-1,8-naphthyridin-2-yl)nonanoic acid NCC1(CCOCC1)C(=O)NC(C(=O)O)CCCCCCCC1=NC=2NCCCC2C=C1